1-[4-(5-Hydroxy-2-pyridyl)piperazin-1-yl]-4,4-diphenylbutan-1-one OC=1C=CC(=NC1)N1CCN(CC1)C(CCC(C1=CC=CC=C1)C1=CC=CC=C1)=O